N-{2-[2-(2-methoxyethoxy)phenyl]-2H-indazol-6-yl}-N'-[(pyridin-4-yl)methyl]urea COCCOC1=C(C=CC=C1)N1N=C2C=C(C=CC2=C1)NC(=O)NCC1=CC=NC=C1